C(CC)OC1=C2C=C(NC2=CC=C1)C(=O)O 4-propoxy-1H-indole-2-carboxylic acid